N,N-dimethylaminomethacrylamide CNN(C(C(=C)C)=O)NC